tert-butyl 4-[4-[(3S)-2,6-dioxo-3-piperidyl]-2,3-dihydro-1,4-benzoxazin-8-yl]piperidine-1-carboxylate O=C1NC(CC[C@@H]1N1CCOC2=C1C=CC=C2C2CCN(CC2)C(=O)OC(C)(C)C)=O